11-(methoxymethylene)heneicosane COC=C(CCCCCCCCCC)CCCCCCCCCC